(S)-[2-(2-cyano-4,4-difluoro-pyrrolidine-1-yl)-2-oxo-ethyl]carbamic acid tert-butyl ester C(C)(C)(C)OC(NCC(=O)N1[C@@H](CC(C1)(F)F)C#N)=O